C(C=CC(=O)OCCCCC)(=O)OCCCCC dipentyl butenedioate